3,6-dichloropyridinecarbonitrile ClC=1C(=NC(=CC1)Cl)C#N